CO[C@H](C(=O)O)C1=CC=CC=C1 (S)-methoxy-phenyl-acetic acid